FC1(C(C(C(C(C1(F)F)(F)F)(F)F)(F)F)(F)F)C(F)(F)F perfluoromethylcyclohexane